(3E,6Z)-α-Farnesene CC(=CCC/C(=C\C/C=C(\C)/C=C)/C)C